CC1=CC=C2C(=N1)CCC2=O 2-methyl-6,7-dihydro-5H-cyclopenta[b]pyridin-5-one